COC(=O)C=1N=NC(=CC1OC)N1C[C@H](CC1)F.BrC=1C=CC(=C(N)C1)N1C[C@H](N([C@H](C1)C)C)C 5-bromo-2-((3r,5s)-3,4,5-trimethylpiperazin-1-yl)aniline methyl-(S)-6-(3-fluoropyrrolidin-1-yl)-4-methoxypyridazine-3-carboxylate